(2S,3R,4S,5R,6R)-2-(((R)-2-Hydroxy-2-methyl-1-(4-methylpyridin-3-yl)propyl)thio)-6-(hydroxymethyl)-4-(4-(3,4,5-trifluorophenyl)-1H-1,2,3-triazol-1-yl)tetrahydro-2H-pyran-3,5-diol OC([C@@H](C=1C=NC=CC1C)S[C@@H]1O[C@@H]([C@@H]([C@@H]([C@H]1O)N1N=NC(=C1)C1=CC(=C(C(=C1)F)F)F)O)CO)(C)C